CC=1C=C2N=CC(NC2=CC1C)=O 6,7-dimethylquinoxalin-2(1H)-one